Cl[SiH](N[SiH](C)Cl)C 1,3-dichloro-1,3-dimethyldisilazane